CC=1C=C(C=C2C=C(C(C(=C2)C(C)(C)C)=O)C(C)(C)C)C=CC1 4-m-methylbenzylidene-2,6-di-t-butylcyclohex-2,5-dien-1-one